[Cl-].[Cl-].C(C)(C)C(C(C)C)=[Ti+2]C1=C(C=CC=2C3=CC=CC=C3CC12)C1C(=CC=C1C)C diisopropylmethylene(2,5-dimethyl-cyclopentadienyl-fluorenyl)titanium dichloride